1-[trans-4-(pyridin-2-yloxy)cyclohexyl]-8-(trifluoromethyl)-5,6-dihydro-4H-[1,2,4]triazolo[4,3-a][1]benzazepine-5-amine hydrochloride Cl.N1=C(C=CC=C1)O[C@@H]1CC[C@H](CC1)C1=NN=C2N1C1=C(CC(C2)N)C=C(C=C1)C(F)(F)F